O=C1C(=CN=C2N1C=CC=C2)C(=O)N 4-oxo-4H-pyrido[1,2-a]pyrimidine-3-carboxamide